5-amino-8-bromo-7-(3-cyanophenyl)-[1,2,4]triazolo[1,5-c]pyrimidine-2-carboxylic acid ethyl ester C(C)OC(=O)C1=NN2C(=NC(=C(C2=N1)Br)C1=CC(=CC=C1)C#N)N